C(C=C)O[C@H]1C[C@@H]2[C@H](N([C@H]1CC2)C(=O)OC(C)(C)C)C(=O)OCC 2-tert-butyl 3-ethyl (1S,3S,4R,6S)-6-[(prop-2-en-1-yl)oxy]-2-azabicyclo[2.2.2]octane-2,3-dicarboxylate